N-(2-(1-acetyl-5-bromoindolin-3-yl)ethyl)-N-methylacetamide C(C)(=O)N1CC(C2=CC(=CC=C12)Br)CCN(C(C)=O)C